3-pyridylmethanol N1=CC(=CC=C1)CO